COC1=C(C=CC=C1)CC=C 1-Methoxy-2-prop-2-enylbenzene